O=C1CC(C[C@@H]2CC[C@H]3[C@@H]4C=CC([C@@]4(C)CC[C@@H]3[C@@]12C)=O)=O 1-keto-5a-androstenedione